C[C@H]\\1C/C=C/[C@H]2[C@@H](C(=C)[C@H]([C@@H]3[C@@]2(C(=O)CC[C@@H]([C@@H](/C(=C1)/C)O)O)C(=O)N[C@H]3CC4=CNC5=CC=CC=C54)C)O The molecule is a cytochalasan alkaloid found in Chaetomium globosum. It has a role as a Chaetomium metabolite. It is a cytochalasan alkaloid, a member of indoles and a macrocycle.